(R)-3-fluoro-N-((4-fluoropiperidin-1-yl)sulfonyl)-4-(8-(3-(methoxymethyl)-4-methylpiperazin-1-yl)-7,10-dimethyl-5-oxo-1,3,4,5-tetrahydro-2H-chromeno[3,4-c]pyridine-3-carbonyl)benzamide FC=1C=C(C(=O)NS(=O)(=O)N2CCC(CC2)F)C=CC1C(=O)N1CC2=C(CC1)C=1C(=CC(=C(C1OC2=O)C)N2C[C@@H](N(CC2)C)COC)C